methyl 5-((3-(bromomethyl) benzyl) oxy)-2-methoxybenzoate BrCC=1C=C(COC=2C=CC(=C(C(=O)OC)C2)OC)C=CC1